BrC1=CC2=C(C(N(CCO2)C2=CC=C(C=C2)F)=O)C=C1 8-bromo-4-(4-fluorophenyl)-3,4-dihydrobenzo[f][1,4]oxazepine-5(2H)-one